ClC1=C2N(C(C(=C1)NC1=CC(=NC=N1)NC(=O)C1CC1)=O)C(NC2=O)(C2=CC=NC=C2)C N-(6-((8-chloro-3-methyl-1,5-dioxo-3-(pyridin-4-yl)-1,2,3,5-tetrahydroimidazo[1,5-a]pyridin-6-yl)amino)pyrimidin-4-yl)cyclopropanecarboxamide